5-(difluoromethyl)thiazole-2-carbaldehyde FC(C1=CN=C(S1)C=O)F